IC#CC1=CC=CC=2C(C3=CC=CC=C3C12)(C)C 4-(iodoethynyl)-9,9-dimethyl-9H-fluorene